palladium alloyl-platinum C(C=C)(=O)[Pt].[Pd]